COC1CC(COC1)O 5-methoxytetrahydro-2H-pyran-3-ol